(2S,3S)-3-Hydroxy-2-(4-methylphenylsulfonamido)-N-(4-morpholinophenyl)butanamide O[C@H]([C@@H](C(=O)NC1=CC=C(C=C1)N1CCOCC1)NS(=O)(=O)C1=CC=C(C=C1)C)C